IP(C1=CC=CC=C1)(C1=CC=CC=C1)(C1=CC=CC=C1)C iodo-methyl-triphenyl-λ5-phosphane